ClC1=C(C(=O)C2C(CCCC2=O)=O)C=CC(=C1COCC1OCCC1)S(=O)(=O)C 2-[2-chloro-4-(methylsulfonyl)-3-[[(tetrahydro-2-furanyl)-methoxy]-methyl]-benzoyl]-1,3-cyclohexanedione